(1H-indol-3-yl)-7-phenyl-3,4-dihydroisoquinoline-2(1H)-carboxamide N1C=C(C2=CC=CC=C12)C1N(CCC2=CC=C(C=C12)C1=CC=CC=C1)C(=O)N